C(C1=CC=CC=C1)OC([C@@](CCCC(C=O)(C)C)(C)C1=CC(=CC=C1)I)=O.BrC1=CC=C(C=C1)N1C=C(C(=C1)C1=CC=C(C=C1)F)[C@H]1OCC(N1CCC=1C=CC2=CC(N=C2C1)=O)=O (2R)-2-(1-(4-bromophenyl)-4-(4-fluorophenyl)-1H-pyrrol-3-yl)-3-(2-(2-oxoindol-6-yl)ethyl)oxazolidin-4-one benzyl-(R)-2-(3-iodophenyl)-2,6,6-trimethyl-7-oxo-heptanoate